(7S,10R)-7-isopropyl-3,10-dimethyl-3-phenyl-2,4-dioxaspiro[5.5]undecane C(C)(C)[C@H]1C2(COC(OC2)(C2=CC=CC=C2)C)C[C@@H](CC1)C